1-(3-((4-(4-((4-(morpholinomethyl)phenyl)ethynyl)phenyl)isoxazol-3-yl)methyl)pyridin-2-yl)ethan-1-ol O1CCN(CC1)CC1=CC=C(C=C1)C#CC1=CC=C(C=C1)C=1C(=NOC1)CC=1C(=NC=CC1)C(C)O